C12OCC(N(C1)C=1C3=C(N=C(N1)Cl)C=C(S3)CO)C2 (4-(2-oxa-5-azabicyclo[2.2.1]heptan-5-yl)-2-chlorothieno[3,2-d]pyrimidin-6-yl)methanol